(R)-3-(2-bromophenyl)-4-p-toluenesulfonylmorpholine BrC1=C(C=CC=C1)[C@H]1N(CCOC1)S(=O)(=O)C1=CC=C(C)C=C1